O=C1NC(CCC1C1=C(C=C(C=C1)N1CCN(CC1)CC12CCC(CC1)(C2)NC(OC(C)(C)C)=O)F)=O Tert-butyl (4-((4-(4-(2,6-dioxopiperidin-3-yl)-3-fluorophenyl)piperazin-1-yl) methyl)bicyclo[2.2.1]heptan-1-yl)carbamate